(2S)-N-[4-(3'-anilino-4'-oxo-1',4',5',7'-tetrahydrospiro[cyclopropane-1,6'-pyrrolo[3,2-c]pyridin]-2'-yl)pyridin-2-yl]-4,4-difluoro-2-(4-fluorophenyl)butanamide N(C1=CC=CC=C1)C1=C(NC2=C1C(NC1(C2)CC1)=O)C1=CC(=NC=C1)NC([C@@H](CC(F)F)C1=CC=C(C=C1)F)=O